C(C)OC(\C=C\C1=NN(C(C(=C1N)Cl)=O)CC1=CC=CC=C1)=O (E)-3-(4-amino-1-benzyl-5-chloro-6-oxo-1,6-dihydropyridazin-3-yl)acrylic acid ethyl ester